methyl (2S)-2-{[(tert-butoxy)carbonyl]amino}pent-4-ynoate C(C)(C)(C)OC(=O)N[C@H](C(=O)OC)CC#C